ethyl 6-morpholinoquinoline-4-carboxylate O1CCN(CC1)C=1C=C2C(=CC=NC2=CC1)C(=O)OCC